(1R,3S)-3-(3-{[(2-methyl-1,3-thiazol-5-yl)acetyl]-amino}-1H-pyrazol-5-yl)-cyclopentyl [(2ξ)-2-(hydroxymethyl)butyl]-carbamate OCC(CNC(O[C@H]1C[C@H](CC1)C1=CC(=NN1)NC(CC1=CN=C(S1)C)=O)=O)CC